(S)-1-(7-(8-Ethyl-7-fluoro-3-hydroxynaphthalen-1-yl)-8-fluoro-2-(((2R,7aS)-2-fluorotetrahydro-1H-pyrrolizin-7a(5H)-yl)methoxy)pyrido[4,3-d]pyrimidin-4-yl)piperidine-3-sulfonamide C(C)C=1C(=CC=C2C=C(C=C(C12)C1=C(C=2N=C(N=C(C2C=N1)N1C[C@H](CCC1)S(=O)(=O)N)OC[C@]12CCCN2C[C@@H](C1)F)F)O)F